CC1(C(CC(CC1)=O)C[N+](=O)[O-])C 4,4-dimethyl-3-(nitromethyl)-cyclohexan-1-one